r-butanal C(CCC)=O